7-bromo-8-fluoro-quinoxalin-2-ol BrC1=CC=C2N=CC(=NC2=C1F)O